C(CCC)C1=CC=C(C=C1)C=1C=C2CC([C@H](C2=CC1C)NC(O[C@@H]1CN2CCC1CC2)=O)(C)C (S)-quinuclidin-3-yl ((R)-5-(4-butylphenyl)-2,2,6-trimethyl-2,3-dihydro-1H-inden-1-yl)carbamate